triacetyl-1,2,4-trihydroxy-3-dimethylamino-1,5-epoxyhexane C(C)(=O)C(C1C(C(C(C(O1)O)O)N(C)C)O)(C(C)=O)C(C)=O